C(C)(C)(C)OC(=O)N1[C@@H](COCC1)C=1C=C(C=C2CCN(CC12)N1C[C@@H](CC1)F)Cl (R)-3-(6-chloro-2-((R)-3-fluoropyrrolidin-1-yl)-1,2,3,4-Tetrahydroisoquinolin-8-yl)morpholine-4-carboxylic acid tert-butyl ester